COC=1C=C2C(C(OCC2=CC1OC)C)=O 6,7-dimethoxy-3-methylisochroman-4-one